OCCN(CC(=O)O)CC(=O)O N-(2-hydroxyethyl)-iminodiacetic acid